C(C=C)(=O)N[C@@H](CC1=CC=C(C=C1)O)C(=O)O Acryloyl-tyrosine